2-amino-N-[4-[3-(4-pyridyl)phenyl]thiazol-2-yl]acetamide ethyl-1-{5-bromo-3-[(3,5-difluorophenyl)methoxy]pyridin-2-yl}pyrazole-4-carboxylate C(C)OC(=O)C=1C=NN(C1)C1=NC=C(C=C1OCC1=CC(=CC(=C1)F)F)Br.NCC(=O)NC=1SC=C(N1)C1=CC(=CC=C1)C1=CC=NC=C1